OC(C(=O)C1=CC=C(C=C1)CC1=CC=C(C=C1)C(C(C)(C)O)=O)(C)C 2-hydroxy-1-(4-(4-(2-hydroxy-2-methylpropionyl)benzyl)phenyl)-2-methylpropan-1-on